3-(2-Boronoethyl)-2-hydroxy-6-{[1-(1H-imidazole-4-sulfonyl)azetidin-3-yl]oxy}benzoic acid B(O)(O)CCC=1C(=C(C(=O)O)C(=CC1)OC1CN(C1)S(=O)(=O)C=1N=CNC1)O